FC1=C(C=C2CN(C(C2=C1)=O)C1C(NC(CC1)=O)=O)C1CCN(CC1)CCCCCC1=CC(=CC=C1)C1=NC=2N(C(=C1)N1CCN(CC1)CCO)N=C(C2C2=CC=CC=C2)C 3-(6-fluoro-5-(1-(5-(3-(7-(4-(2-hydroxyethyl)piperazin-1-yl)-2-methyl-3-phenyl-pyrazolo[1,5-a]pyrimidin-5-yl)phenyl)pentyl)piperidin-4-yl)-1-oxoisoindolin-2-yl)piperidine-2,6-dione